C(CCC)OC(=O)C=1C2=C(OC1C)C1=CC=CC=C1C(=C2)NS(=O)(=O)C2=C(C=CC(=C2)C)C 5-(2,5-dimethylphenylsulfonamido)-2-methylnaphtho[1,2-b]furan-3-carboxylic acid butyl ester